2,5-dimethyl-2,5-bis(benzoylperoxy)hexaneN CC(C)(C=CC(C)(OOC(C1=CC=CC=C1)=O)C)OOC(C1=CC=CC=C1)=O